[1,1'-biphenyl]-2-yl-bis(3,4-dimethyl-phenyl)methanol C1(=C(C=CC=C1)C(O)(C1=CC(=C(C=C1)C)C)C1=CC(=C(C=C1)C)C)C1=CC=CC=C1